C(=O)C=1C(=C(C=C(C1)CC=C)C1=C(C=CC(=C1)CC=C)O)O 3-formyl-2,2'-dihydroxy-5,5'-di-2-propenyl-biphenyl